NC1=C(C=C(C=C1)C1=CC(=C(C=C1)C(C(=O)N)CCCN=[N+]=[N-])C)C (4'-amino-3,3'-dimethyl-[1,1'-biphenyl]-4-yl)-5-azido-pentanamide